FC1=CC(=C(C=C1)N1CN(C(C2=CC(=CC=C12)C#N)=O)C1=C(NC(C=C1)=O)C)C 1-(4-fluoro-2-methylphenyl)-3-(2-methyl-6-oxo-1,6-dihydropyridin-3-yl)-4-oxo-1,2,3,4-tetrahydroquinazoline-6-carbonitrile